FC1(CCN(CC1)C1CC(C1)=O)CNC1=C(C=C(C2=C1NC=N2)S(=O)(=O)N)[N+](=O)[O-] 7-(((4-fluoro-1-(oxocyclobut-3-yl)piperid-4-yl)methyl)amino)-6-nitro-1H-benzo[d]imidazole-4-sulfonamide